C1[C@H](CCCCCC)O1 (S)-1,2-epoxyoctane